6-[(aminosulfoamino)methyl]-9,17-dioxo-2,10-diazatetracyclo[8.7.0.03,8.011,16]heptadeca-1,3,5,7,11(16),12,14-heptaene-14-carbonitrile NN(S(=O)(=O)O)CC1=CC=C2N=C3C(C=4C=C(C=CC4N3C(C2=C1)=O)C#N)=O